C(C)(=O)N1CC[C@@H]2N(C([C@H](C1)NC(=O)C=1NC3=CC=C(C=C3C1)C(F)(F)P(O)(O)=O)=O)[C@@H](CC2)C(=O)N2CC1=CC=CC(=C1CC2)F ((2-(((5S,8S,10aR)-3-acetyl-8-(5-fluoro-1,2,3,4-tetrahydroisoquinoline-2-carbonyl)-6-oxodecahydropyrrolo[1,2-a][1,5]diazocin-5-yl)carbamoyl)-1H-indol-5-yl)difluoromethyl)phosphonic acid